ClC1=C(C=C(C#N)C=C1)C=1NC2=CC(=CC(=C2C(C1)=O)OC=1C=NC(=CC1)Cl)F 4-Chloro-3-(5-((6-Chloropyridin-3-Yl)Oxy)-7-Fluoro-4-Oxo-1,4-Dihydroquinolin-2-Yl)Benzonitrile